C(C)OC(=O)C=1C(=NN2C1C=CC=C2Cl)O 7-chloro-2-hydroxypyrazolo[1,5-a]pyridine-3-carboxylic acid ethyl ester